hexaoxa-3λ5,13λ5-diphosphatricyclo[14.2.1.06,10]nonadecan C12O[PH3]OOC3OOOC3CC[PH3]CCC(CC1)C2